FC(OC=1C=C(C=CC1[N+](=O)[O-])N1CCOCC1)F 4-(3-(difluoromethoxy)-4-nitrophenyl)morpholine